(1R,3S)-3-{5-[(1-methyl-2,2-dioxo-1,3-dihydro-2λ6-benzo[c][1,2]thiazol-5-yl)amino]-2H-pyrazol-3-yl}cyclopentyl (prop-2-ylamino)methanoate CC(C)NC(=O)O[C@H]1C[C@H](CC1)C=1NN=C(C1)NC1=CC2=C(N(S(C2)(=O)=O)C)C=C1